C(C)C(C(C=O)C)C 3-ethyl-2-methyl-1-butanal